O1CCN(CC1)CCOC1=CC=C(C=C1)C1=CC=C(C=C1)CC(=O)O 2-(4'-(2-morpholinoethoxy)biphenyl-4-yl)acetic acid